N1=C2C(=CC=C1)CC(C2)C2=NN1C(=NC=3C(=CC=CC3C1=N2)OC)N 2-(6,7-dihydro-5H-cyclopenta[b]pyridin-6-yl)-7-methoxy-[1,2,4]triazolo[1,5-c]quinazolin-5-amine